8-Methoxy-N-((3-methylisoxazol-5-yl)methyl)-6-(5-methylpyridin-2-yl)quinazolin-4-amine COC=1C=C(C=C2C(=NC=NC12)NCC1=CC(=NO1)C)C1=NC=C(C=C1)C